C1CCNC(C1)CNC(=O)C2=C(C=CC(=C2)OCC(F)(F)F)OCC(F)(F)F The molecule is a monocarboxylic acid amide obtained by formal condensation of the carboxy group of 2,5-bis(2,2,2-trifluoroethoxy)benzoic acid with the primary amino group of piperidin-2-ylmethylamine. An antiarrhythmic agent used (in the form of its acetate salt) to prevent and treat tachyarrhythmia (abnormal fast rhythm of the heart). It has a role as an anti-arrhythmia drug. It is a monocarboxylic acid amide, a member of piperidines, an organofluorine compound and an aromatic ether. It is a conjugate base of a flecainide(1+).